Ethyl 2-((2-(6-methylpyridin-3-yl)propyl)amino)-2-phenylacetate CC1=CC=C(C=N1)C(CNC(C(=O)OCC)C1=CC=CC=C1)C